CC1=NSC(=N1)C=CC=O 3-(3-methyl-1,2,4-thiadiazol-5-yl)prop-2-en-1-one